(S)-7-(chloromethyl)-3'-ethyl-5-(1-methyl-4-(trifluoromethyl)-1H-pyrazol-3-yl)-3,4,5',6',7',8'-hexahydro-1H-[2,5'-biisoquinolin]-1-one ClCC1=CC(=C2CCN(C(C2=C1)=O)[C@@H]1C=2C=C(N=CC2CCC1)CC)C1=NN(C=C1C(F)(F)F)C